(6-aminopyridin-3-yl) (morpholino) ketone O1CCN(CC1)C(=O)C=1C=NC(=CC1)N